C(CCCCCCCCC(=O)OC1CCCCCC1)(=O)OC1CCCCCC1 dicycloheptyl sebacate